[Fe]=S.[Cu] Copper-iron sulfide